C(C)C(CC(C(CCCC)CC)P(O)(O)=O)CCCC.FC1(CCN(CC1)C1=NC(=CC(=C1)NC(C1=C(C=C(C=C1)S(=O)(=O)C(CO)(C)C)N1CCC2(CC2)CC1)=O)C)F N-(2-(4,4-difluoropiperidin-1-yl)-6-methylpyridin-4-yl)-4-((1-hydroxy-2-methylpropan-2-yl)sulfonyl)-2-(6-azaspiro[2.5]oct-6-yl)benzamide mono-2-ethylhexyl(2-Ethylhexyl)phosphonate